(S)-4-(1-(4-(prop-1-en-1-yl)-1-(4-(trifluoromethyl)benzyl)-1H-1,2,3-triazole-5-carboxamido)ethyl)benzoic acid C(=CC)C=1N=NN(C1C(=O)N[C@@H](C)C1=CC=C(C(=O)O)C=C1)CC1=CC=C(C=C1)C(F)(F)F